2-(((3aR,4S,6R,6aS)-6-((5-((Z)-2-ethoxyvinyl)-6-methylpyrimidin-4-yl)amino)-2,2-dimethyltetrahydro-4H-cyclopenta[d][1,3]dioxol-4-yl)oxy)-5-fluorobenzonitrile C(C)O\C=C/C=1C(=NC=NC1C)N[C@@H]1C[C@@H]([C@@H]2[C@H]1OC(O2)(C)C)OC2=C(C#N)C=C(C=C2)F